6-amino-3-(3,3-difluorocyclobutyl)-7-(3-methoxy-2,6-dimethyl-phenyl)imidazo[4,5-b]pyridine-5-carbonitrile NC=1C(=C2C(=NC1C#N)N(C=N2)C2CC(C2)(F)F)C2=C(C(=CC=C2C)OC)C